OCC1(CC2(CN(C(O2)=O)C=2C=NC(=CC2C)OC)CCC1)CN1C=NC2=C1C=C(C=C2)C#N 1-((7-(hydroxymethyl)-3-(6-methoxy-4-methylpyridin-3-yl)-2-oxo-1-oxa-3-azaspiro[4.5]decan-7-yl)methyl)-1H-benzo[d]imidazole-6-carbonitrile